1-(1,2-Diphenylethyl)piperidine C1(=CC=CC=C1)C(CC1=CC=CC=C1)N1CCCCC1